indole iodine salt [I].N1C=CC2=CC=CC=C12